5-[(R)- or (S)-1-(2-Fluoro-6-methyl-phenyl)-3-methylpyrrolidin-3-yl]-2-methyl-7-(2-trifluoromethyl-benzyl)-2,4,5,7-tetrahydro-pyrazolo[3,4-d]pyrimidin-6-one FC1=C(C(=CC=C1)C)N1C[C@](CC1)(C)N1C(N(C=2C(C1)=CN(N2)C)CC2=C(C=CC=C2)C(F)(F)F)=O |o1:10|